methyl-4-[(1-methylcyclopropyl)amino]-N-(pyridin-4-yl)furo[2,3-d]pyrimidine-5-carboxamide CC=1N=C(C2=C(N1)OC=C2C(=O)NC2=CC=NC=C2)NC2(CC2)C